N-(6-(2-amino-[1,2,4]triazolo[1,5-a]pyridin-7-yl)-2-methoxypyridin-3-yl)-4-methyl-1-phenyl-1H-1,2,3-triazole-5-carboxamide NC1=NN2C(C=C(C=C2)C2=CC=C(C(=N2)OC)NC(=O)C2=C(N=NN2C2=CC=CC=C2)C)=N1